BrC=1C(=C2C(=NC1)N(C[C@]21C[C@H]([C@@H](C1)N1N=NC=C1)O)CC1=CC=C(C=C1)OC)Cl |r| (1RS,3RS,4RS)-5'-Bromo-4'-chloro-1'-(4-methoxybenzyl)-4-(1H-1,2,3-triazol-1-yl)-1',2'-dihydrospiro[cyclopentane-1,3'-pyrrolo[2,3-b]pyridin]-3-ol